4-fluoro-7-methyl-N-((1R,3S)-3-(pyridin-4-yl)cyclohexyl)-1H-indole FC1=C2C=CN(C2=C(C=C1)C)[C@H]1C[C@H](CCC1)C1=CC=NC=C1